(R)-2-(((benzyloxy)carbonyl)amino)-3-(thieno[3,2-b]pyridine-2-carboxamido)propionic acid C(C1=CC=CC=C1)OC(=O)N[C@@H](C(=O)O)CNC(=O)C1=CC2=NC=CC=C2S1